FCC=1C=C(C=CC1)N1CC2=C(N=C(N=C2N[C@H](C)C=2C(=C(C#N)C=CC2)C)C)C2(C1=O)CN(C2)C (R)-3-(1-((6'-(3-(fluoromethyl)phenyl)-1,2'-dimethyl-7'-oxo-6',7'-dihydro-5'H-spiro[azetidine-3,8'-pyrido[4,3-d]pyrimidin]-4'-yl)amino)ethyl)-2-methylbenzonitrile